ethyl 2-amino-5-((2R,4S)-2-(2-(3-(tert-butoxycarbonylamino) propoxy)-5-fluoropyridin-3-yl)-4-fluoropyrrolidin-1-yl)pyrazolo[1,5-a]pyrimidine-3-carboxylate NC1=NN2C(N=C(C=C2)N2[C@H](C[C@@H](C2)F)C=2C(=NC=C(C2)F)OCCCNC(=O)OC(C)(C)C)=C1C(=O)OCC